N[C@H]1[C@@H]2[C@H](N([C@H]1COC1CCN(CC1)C1=NC=C(C=N1)F)C(=O)OC)CCC2 Methyl (2R,3S,3aR,6aR)-3-amino-2-(((1-(5-fluoropyrimidin-2-yl)piperidin-4-yl)oxy)methyl)hexahydrocyclopenta[b]pyrrole-1(2H)-carboxylate